C(C)(C)(C)OC(=O)NC1(CCN(CC1)C=1N=CC(=NC1)SC=1C(=C(C(=O)O)C=CC1)Cl)C ((5-(4-((tert-Butoxycarbonyl)amino)-4-methylpiperidin-1-yl)pyrazin-2-yl)thio)-2-chlorobenzoic acid